C[Sn](C1=CC=C(S1)C1=CC=C(C=2NN=NC21)C=2SC(=CC2)[Sn](C)(C)C)(C)C 4,7-bis(5-trimethylstannyl-2-thienyl)-2,1,3-benzotriazole